tert-butyl (2-(2-(hydroxy(methyl)amino)ethoxy)ethyl)carbamate ON(CCOCCNC(OC(C)(C)C)=O)C